1,4,8,11-tetra(3,4-dihydroxyphenyl)quinoxalino[2,3-b]phenazine-6,13-dione OC=1C=C(C=CC1O)C1=CC=C(C2=NC3=C(C(C4=NC5=C(C=CC(=C5N=C4C3=O)C3=CC(=C(C=C3)O)O)C3=CC(=C(C=C3)O)O)=O)N=C12)C1=CC(=C(C=C1)O)O